COC1C=2C=C(C=NC2CCC1)C#CC1=CC=CC=C1 5-Methoxy-3-(phenylethynyl)-5,6,7,8-tetrahydroquinoline